C(C)(=O)OC(=O)C1(O)C[C@H](O)[C@@H](NC(C)=O)[C@@H](O1)[C@H](O)[C@H](O)CO O-acetyl-N-acetylneuraminic acid